N1CCC(CC1)C1=CC2=C(N=N1)N=CS2 (piperidin-4-yl)[1,3]thiazolo[4,5-c]pyridazin